5-methoxy-3,6-dihydro-2H-1,4-oxazine COC1=NCCOC1